3-[3-t-butyl-4-hydroxy-5-(5-chloro-2H-benzotriazol-2-yl)phenyl]propionic acid 2-ethylhexyl ester C(C)C(COC(CCC1=CC(=C(C(=C1)N1N=C2C(=N1)C=CC(=C2)Cl)O)C(C)(C)C)=O)CCCC